dimethyl-2,3-dioleyloxypropyl-2-(2-argininoformylamino)ethyl-ammonium trifluoroacetate FC(C(=O)[O-])(F)F.C[N+](CCNC(=O)[C@](N)(CCCNC(N)=N)C(=O)O)(CC(COCCCCCCCC\C=C/CCCCCCCC)OCCCCCCCC\C=C/CCCCCCCC)C